C(C)(C)(C)C1=CC=C(C=C1)NC1=CC(=C(C=C1C)N=CN(C)CC)C N'-(4-((4-(tert-butyl)phenyl)amino)-2,5-dimethylphenyl)-N-ethyl-N-methylformimidamide